C1C(CC2=CC=CC=C12)NC1=CC=C(C=C1)[C@@H](C(F)(F)F)N(C(=O)C1CCS(CC1)(=O)=O)C (S)-N-(1-(4-((2,3-dihydro-1H-inden-2-yl)amino)phenyl)-2,2,2-trifluoroethyl)-N-methyltetrahydro-2H-thiopyran-4-carboxamide 1,1-dioxide